dipentaerythritol hexa(stearate) C(CCCCCCCCCCCCCCCCC)(=O)OCC(COC(CCCCCCCCCCCCCCCCC)=O)(COCC(COC(CCCCCCCCCCCCCCCCC)=O)(COC(CCCCCCCCCCCCCCCCC)=O)COC(CCCCCCCCCCCCCCCCC)=O)COC(CCCCCCCCCCCCCCCCC)=O